monomethylpotassium C[K]